Mono-(Diphenylphosphino)AminoTerephthalic Acid C1(=CC=CC=C1)P(C1=CC=CC=C1)NC1=C(C(=O)O)C=CC(=C1)C(=O)O